N-{3-[4-amino-7-(1-cyclopropyl-piperidin-4-yl)-7H-pyrrolo[2,3-d]pyrimidin-5-yl]-2-fluoro-phenyl}-4-methoxy-3-methyl-benzenesulfonamide NC=1C2=C(N=CN1)N(C=C2C=2C(=C(C=CC2)NS(=O)(=O)C2=CC(=C(C=C2)OC)C)F)C2CCN(CC2)C2CC2